N-[4-(4-aminobutylcarbamoyl)phenyl]-4-[[(3R,4R)-1-(2-cyanoacetyl)-4-methyl-3-piperidyl]-methyl-amino]pyrrolo[2,3-d]pyrimidine-7-carboxamide NCCCCNC(=O)C1=CC=C(C=C1)NC(=O)N1C=CC2=C1N=CN=C2N(C)[C@H]2CN(CC[C@H]2C)C(CC#N)=O